C(C)C=1C(=CC=C2C=C(C=C(C12)C1=C(C=2N=C(N=C(C2C=N1)N1C[C@@H](CC[C@@H]1C)O)OC[C@]12CCCN2C[C@@H](C1)F)F)O)F (3R,6S)-1-(7-(8-ethyl-7-fluoro-3-hydroxynaphthalen-1-yl)-8-fluoro-2-(((2R,7aS)-2-fluorotetrahydro-1H-pyrrolizin-7a(5H)-yl)methoxy)pyrido[4,3-d]pyrimidin-4-yl)-6-methylpiperidin-3-ol